{1-{1-[(1-phenylcyclopropyl)carbonyl]piperidin-4-yl}-3-[4-(7H-pyrrolo[2,3-d]pyrimidin-4-yl)-1H-pyrazol-1-yl]azetidin-3-yl}acetonitrile C1(=CC=CC=C1)C1(CC1)C(=O)N1CCC(CC1)N1CC(C1)(N1N=CC(=C1)C=1C2=C(N=CN1)NC=C2)CC#N